FC1=CC(=C(C=C1C1=CC=C(C=C1)C(=O)OC)C(=O)OCC1=CC=CC=C1)OC 3-Benzyl 4'-methyl 6-fluoro-4-methoxy-[1,1'-biphenyl]-3,4'-dicarboxylate